[C@@H]12N([C@H](C[C@@H]2C1)C(=O)OCC1=CC=CC=C1)C(=O)OC(C)(C)C |&1:4| 3-benzyl 2-(tert-butyl) (1R,3R,SR)-2-azabicyclo[3.1.0]hexane-2,3-dicarboxylate